C(C)(C)(C)OC(=O)N1CCN(CC1)C=1C2=C(N=CN1)NC=C2C2=C(C=CC=C2)F 4-[5-(2-fluorophenyl)-7H-pyrrolo[2,3-d]pyrimidin-4-yl]piperazine-1-carboxylic acid tert-butyl ester